2-(trimethylsilyl)ethyl-N2-[(benzyloxy)carbonyl]-L-lysinate C[Si](CCOC([C@@H](NC(=O)OCC1=CC=CC=C1)CCCCN)=O)(C)C